O1COC2=C1C=CC(=C2)C=2C=C1C=3CCCC(C3NC1=CC2)N[C@H](C)C2=CC=CC=C2 6-(benzo[d][1,3]dioxol-5-yl)-N-((R)-1-phenylethyl)-2,3,4,9-tetrahydro-1H-carbazol-1-amine